(E)-N-hydroxy-3-(2-(4-(trifluoromethyl)piperidine-1-carbonyl)phenyl)acrylamide ONC(\C=C\C1=C(C=CC=C1)C(=O)N1CCC(CC1)C(F)(F)F)=O